CC1=CC2=C(NC3=C(N=C2N2CCN(CC2)C)C=C(C=C3)CN)S1 (2-methyl-4-(4-methylpiperazin-1-yl)-10H-benzo[b]thieno[2,3-e][1,4]diazepin-7-yl)methanamine